(3-((4-ethynyl-2-fluorophenyl)amino)pyridin-4-yl)dimethylphosphine C(#C)C1=CC(=C(C=C1)NC=1C=NC=CC1P(C)C)F